1-(2-chloroethyl)-5-(2-(4-((2-((1-oxotetrahydro-1λ6-thiophene-1-ylidene)amino)pyrimidin-4-yl)Methoxy)phenyl)Propan-2-yl)-1H-indazole-7-carbonitrile ClCCN1N=CC2=CC(=CC(=C12)C#N)C(C)(C)C1=CC=C(C=C1)OCC1=NC(=NC=C1)N=S1(CCCC1)=O